CP(=O)(C)CCC1=C2C=CNC2=CC(=C1OC=1C=CC(=C(C#N)C1)F)F 5-((4-(2-(dimethylphosphoryl)ethyl)-6-fluoro-1H-indol-5-yl)oxy)-2-fluorobenzonitrile